(e)-4-(4-(dimethylamino)but-2-enoyl)-1-(6-methylpyridin-2-yl)piperazin-2-one CN(C/C=C/C(=O)N1CC(N(CC1)C1=NC(=CC=C1)C)=O)C